C1CC12N(CCC2)C2CCC21CN(CC1)C1=C(C(=C(C(=C1)F)S(=O)(=O)NC1=NC(=CC=C1)F)F)Cl 4-(1-(4-azaspiro[2.4]heptan-4-yl)-6-azaspiro[3.4]octan-6-yl)-3-chloro-2,6-difluoro-N-(6-fluoropyridin-2-yl)benzenesulfonamide